rac-(1R,2S)-2-(trifluoromethyl)cyclobutan-1-amine hydrochloride Cl.FC([C@@H]1[C@@H](CC1)N)(F)F |r|